[K].[F] fluorine, potassium salt